(3S)-3-(3',3'-difluoro-1'-((1-methyl-1H-indazol-4-yl)methyl)-6-oxo-6,8-dihydro-2H,7H-spiro[furo[2,3-e]isoindol-3,4'-piperidin]-7-yl)piperidine-2,6-dione FC1(CN(CCC12COC1=C3CN(C(C3=CC=C12)=O)[C@@H]1C(NC(CC1)=O)=O)CC1=C2C=NN(C2=CC=C1)C)F